COC=1C=C(C=CC1)N1S(C2=C(C1)C(=CC=C2)F)(=O)=O N-(3-methoxyphenyl)-4-fluorobenzo[d]isothiazol-1,1-dioxide